CC=1N(C=CC1)CC1=CC(=NC=C1)C methyl-1-((2-methylpyridin-4-yl)methyl)-1H-pyrrole